(R)-5-(2,2-dimethyl-6-oxo-tetrahydro-2H-pyran-4-yl)-N-methyl-N-phenyl-1H-indole-2-carboxamide CC1(OC(C[C@@H](C1)C=1C=C2C=C(NC2=CC1)C(=O)N(C1=CC=CC=C1)C)=O)C